[B].C1(\C=C/C(=O)O1)=O maleic anhydride boron